1-((1S,4aS,4bS,6aR,8R,10aR,10bS,12aS)-10a-cyclopropyl-8-hydroxy-8,12a-dimethyloctadecahydrochrysen-1-yl)ethan-1-one C1(CC1)[C@]12CC[C@@](C[C@H]1CC[C@H]1[C@@H]3CCC[C@@H]([C@]3(CC[C@H]21)C)C(C)=O)(C)O